ClC=1C=C(C=CC1)C1=CC=C(O1)\C=C\1/C(C2=C(S1)C=CC=C2)=O (2E)-2-[[5-(3-Chlorophenyl)-2-furanyl]methylene]benzo[b]thiophen-3(2H)-one